FC1=CC=C(C=C1)NC=1SC2=C(N1)CC[C@@]1([C@H]3CC[C@]/4([C@H]([C@@H]3CC=C12)CC\C4=N/O)C)C (5aR,5bS,7aS,10aS,10bR,E)-2-((4-fluorophenyl)amino)-5a,7a-dimethyl-4,5,5a,5b,6,7,7a,9,10,10a,10b,11-dodecahydro-8H-cyclopenta[7,8]phenanthro[2,1-d]thiazol-8-one oxime